CC1C=C(C2=C(N(C1=O)CC1=CC(=C(C=C1)C)F)C=CC=C2)Cl methyl-5-chloro-1-(3-fluoro-4-methylbenzyl)-2-oxo-2,3-dihydro-1H-benzo[b]azepine